CC/C=C\\C/C=C\\C[C@@H]([C@@H](/C=C/C=C/C=C\\C/C=C\\CCC(=O)[O-])SC[C@@H](C(=O)NCC(=O)[O-])NC(=O)CC[C@@H](C(=O)[O-])[NH3+])O The molecule is a docosanoid anion obtained by deprotonation of the three carboxy groups and protonation of the glutamyl alpha-amino group of (13R)-S-glutathionyl-(14S)-hydroxy-(4Z,7Z,9E,11E,16Z,19Z)-docosahexaenoic acid; major species at pH 7.3. It is a docosanoid anion and a peptide anion. It is a conjugate base of a (13R)-S-glutathionyl-(14S)-hydroxy-(4Z,7Z,9E,11E,16Z,19Z)-docosahexaenoic acid.